ClC1=C(C=C(C=2C3=C(N(C12)C(F)F)CCNC(C3C)=O)NCCOC)Cl 7,8-dichloro-6-(difluoromethyl)-10-((2-methoxyethyl)amino)-1-methyl-3,4,5,6-tetrahydroazepino[4,5-b]indol-2(1H)-one